6-amino-2-(4-cyanophenyl)-3-fluoropyridine-4-carboxylic acid methyl ester hydrochloride Cl.COC(=O)C1=C(C(=NC(=C1)N)C1=CC=C(C=C1)C#N)F